NC=1C(=NN(C1C(=O)OC)C1=CC=C(C=C1)CN)N1CCOCC1 methyl 4-amino-1-(4-(aminomethyl)phenyl)-3-morpholino-1H-pyrazole-5-carboxylate